1-ethyl-6-(2-isobutyl-7H-pyrrolo[2,3-d]pyrimidin-5-yl)-1H-benzo[d][1,2,3]triazole C(C)N1N=NC2=C1C=C(C=C2)C2=CNC=1N=C(N=CC12)CC(C)C